C(C1=CC=CC=C1)(=O)C1=C(C(=O)O)C=CC=C1 2-(benzoyl)benzoic acid